COC=1C=2N(C=C(C1)C=1C=NC(=CC1C)N1CCNCC1)N=CC2C#N 4-methoxy-6-(4-methyl-6-(piperazin-1-yl)pyridin-3-yl)pyrazolo[1,5-a]pyridine-3-carbonitrile